CN(C(C(C)N1CCOCC1)=O)C1=CC2=C(NC(=N2)C2=NNC=3C[C@@]4([C@H](CC23)C4)C)C=C1C N-methyl-N-(6-methyl-2-((4aS,5aR)-5a-methyl-1,4,4a,5,5a,6-hexahydrocyclopropa[f]indazol-3-yl)-1H-benzo[d]imidazol-5-yl)-2-morpholinopropanamide